1-(4-chloro-1,1'-dimethyl-1H,1'H-[3,4'-bipyrazol]-5-yl)-3-((3S,4R)-4-(3,4-difluorophenyl)-1-(2-methoxyethyl)pyrrolidin-3-yl)urea ClC=1C(=NN(C1NC(=O)N[C@@H]1CN(C[C@H]1C1=CC(=C(C=C1)F)F)CCOC)C)C=1C=NN(C1)C